N-(3-(trimethoxysilyl)propyl)-N,N,N-trimethylammonium chloride [Cl-].CO[Si](CCC[N+](C)(C)C)(OC)OC